FC(C1=NN=C(O1)C=1C=CC(=NC1)CN1N=NC(=C1)C1(CCN(CC1)C(=O)OC(C)(C)C)F)F tert-butyl 4-(1-((5-(5-(difluoromethyl)-1,3,4-oxadiazol-2-yl)pyridin-2-yl)methyl)-1H-1,2,3-triazol-4-yl)-4-fluoropiperidin-1-carboxylate